2'-methoxy-2-amino-adenosine triphosphate P(O)(=O)(OP(=O)(O)OP(=O)(O)O)OC[C@@H]1[C@H]([C@]([C@@H](O1)N1C=NC=2C(N)=NC(=NC12)N)(O)OC)O